CS(=O)(=O)CCC(C(=O)OCC)C(=O)OCC diethyl 2-(2-methylsulfonylethyl)propanedioate